{2'-amino-[1,1-biphenyl]-2-yl}palladio methanesulfonate CS(=O)(=O)O[Pd]C1=C(C=CC=C1)C1=C(C=CC=C1)N